The molecule is a 3alpha-hydroxy steroid, a 6alpha-hydroxy steroid, a 7alpha-hydroxy steroid and an amino sulfonic acid. It derives from a cholic acid. It is a conjugate acid of a taurohyocholate. C[C@H](CCC(=O)NCCS(=O)(=O)O)[C@H]1CC[C@@H]2[C@@]1(CC[C@H]3[C@H]2[C@@H]([C@@H]([C@H]4[C@@]3(CC[C@H](C4)O)C)O)O)C